N[C@](C(=O)[O-])(CC(C)(C)C)C1=CC=C(C=C1)C1=NN(N=C1)C1CC1 (R)-2-amino-2-(4-(2-cyclopropyl-2H-1,2,3-triazol-4-yl) phenyl)-4,4-dimethylpentanoate